N1CC(C1)C[N+]1(CCC(CC1)CNC(C1=C(C=C(C=C1)NC=1C=2N(C=CN1)C(=CN2)C=2C(=NC(=CC2)C=2C(=NNC2)C)F)CC)=O)C N-[[1-(azetidin-3-ylmethyl)-1-methyl-piperidin-1-ium-4-yl]methyl]-2-ethyl-4-[[3-[2-fluoro-6-(3-methyl-1H-pyrazol-4-yl)-3-pyridyl]imidazo[1,2-a]pyrazin-8-yl]amino]benzamide